(1s,4s)-N-((6-(2-chloro-3-(3-chloro-2-(3-methoxy-4-((((1r,4r)-4-methoxycyclohexyl)amino)methyl)phenyl)pyridin-4-yl)phenyl)-2-methoxypyridin-3-yl)methyl)-4-methoxycyclohexan-1-amine ClC1=C(C=CC=C1C1=C(C(=NC=C1)C1=CC(=C(C=C1)CNC1CCC(CC1)OC)OC)Cl)C1=CC=C(C(=N1)OC)CNC1CCC(CC1)OC